C(C1=CC=CC=C1)OC=1C=CC2=C(NC(=N2)C=2C=C(NC3=CC=C(C=C3)C=3N=NC=CC3)C=CC2)C1 3-(6-(benzyloxy)-1H-benzo[d]imidazol-2-yl)-N-(4-(pyridazin-3-yl)phenyl)aniline